FC(C(C(F)(F)F)N1C(C(OC(C1(F)F)(F)F)(F)F)(F)F)(F)C1OC(CC1)C(C(C(F)(F)F)N1C(C(OC(C1(F)F)(F)F)(F)F)(F)F)(F)F 2,5-bis(1,1,3,3,3-pentafluoro-2-(perfluoromorpholino)propyl)tetrahydrofuran